ClC=1C(=C(C(=CC1)C(F)F)C1=CN=CC(=N1)C(=O)NC=1C=NN(C1)CC1=NC(=C(N=C1)N1C([C@@H]2C[C@@H]2C1)=O)C)F 6-(3-Chloro-6-(difluoromethyl)-2-fluorophenyl)-N-(1-((6-methyl-5-((1R,5S)-2-oxo-3-azabicyclo[3.1.0]hexan-3-yl)pyrazin-2-yl)methyl)-1H-pyrazol-4-yl)pyrazine-2-carboxamide